[Si](C)(C)(C(C)(C)C)CC1=C(C=C(C=C1)F)C(C)N 1-(2-tert-Butyldimethylsilanylmethyl-5-fluorophenyl)-1-ethylamine